pyridazin-3-yl-4,7-diazaspiro[2.5]-octane-4-carboxylic acid tert-butyl ester C(C)(C)(C)OC(=O)N1C2(CC2C=2N=NC=CC2)CNCC1